FC=1C=2N(C=C(C1)NC(=O)C1=CC=CC3=CN(N=C13)C)C=C(N2)C N-{8-fluoro-2-methylimidazo[1,2-a]pyridin-6-yl}-2-methylindazole-7-carboxamide